1-N-(2-phenylethyl)-formamide C1(=CC=CC=C1)CCNC=O